FC(C(=O)O)(F)F.O[C@@H]1C[C@H](CC[C@H]1NC)C(=O)C1=CC=C(C=C1)CN1CCN(CC1)C [(1S,3R,4R)-3-hydroxy-4-(methylamino)cyclohexyl]-[4-[(4-methylpiperazin-1-yl)methyl]phenyl]methanone trifluoroacetate